3,4-dihydro-2H-1,4-thiazine hydrochloride Cl.S1CCNC=C1